2-(3-chloro-4-hydroxybenzoamido)-4,5,6,7-tetrahydrobenzo[b]thiophene-3-carboxylic acid ClC=1C=C(C(=O)NC2=C(C3=C(S2)CCCC3)C(=O)O)C=CC1O